bis[4-(trimethylsilyl) phenyl] sulfoxide C[Si](C1=CC=C(C=C1)S(=O)C1=CC=C(C=C1)[Si](C)(C)C)(C)C